C(C)(C)(C)OC(=O)N[C@H](C(=O)OC)CC=O methyl (2S)-2-(tert-butoxycarbonylamino)-4-oxobutanoate